CNC1CCN(CC1)C=1C=2N(C=CC1)C(=CN2)N2CNCCC2 [8-[4-(methylamino)-1-piperidinyl]Imidazo[1,2-a]Pyridin-3-yl]Hexahydropyrimidine